NC1=NC(=NC=C1OC1=CC(=NC=C1C(C)C)Br)NCCO 2-((4-amino-5-((2-bromo-5-isopropylpyridin-4-yl)oxy)pyrimidin-2-yl)amino)ethanol